4-[5-(2-aminoethyl)pyrimidin-2-yl]-3-(4-methyl-2-morpholin-4-yl-1,3-thiazole-5-carbonyl)benzonitrile NCCC=1C=NC(=NC1)C1=C(C=C(C#N)C=C1)C(=O)C1=C(N=C(S1)N1CCOCC1)C